CC1=CC=2C(C3=CC=CC=C3S(C2C=C1)(=O)=O)NC(=O)C=1C(NC(=CC1)C(F)(F)F)=O N-(2-methyl-10,10-dioxido-9H-thioxanthen-9-yl)-2-oxo-6-(trifluoromethyl)-1,2-dihydropyridine-3-carboxamide